N-(4-(4-amino-2-butyl-1H-imidazo[4,5-c][1,5]naphthyridin-1-yl)butyl)benzamide ethyl-4-[[2-[4-(dimethyl-amino)phenyl]imidazo[1,2-a]pyrazin-3-yl]amino]benzoate C(C)OC(C1=CC=C(C=C1)NC1=C(N=C2N1C=CN=C2)C2=CC=C(C=C2)N(C)C)=O.NC2=NC=1C=CC=NC1C1=C2N=C(N1CCCCNC(C1=CC=CC=C1)=O)CCCC